[C@H]12CNC[C@@H]2C1C(NS(=O)C(C)(C)C)C1=C(C=C(C(=C1)Cl)Cl)OCC=C N-[[(1R,5S,6R)-3-azabicyclo[3.1.0]hexan-6-yl][4,5-dichloro-2-(prop-2-en-1-yloxy)phenyl]methyl]-2-methylpropane-2-sulfinamide